3-chloro-5-isopropyl-8-(1-(methylsulfonyl)azetidin-3-yl)isoquinoline ClC=1N=CC2=C(C=CC(=C2C1)C(C)C)C1CN(C1)S(=O)(=O)C